6-Chloro-3,4-dihydroisoquinoline-2(1H)-carboxylic acid tert-butyl ester C(C)(C)(C)OC(=O)N1CC2=CC=C(C=C2CC1)Cl